C[N+]1=C(SC(C1C)C)C(=O)[O-] 3,4,5-trimethylthiazolinium-2-carboxylate